N-(1-(2,2-dimethylbutanoyl)-7'-(trifluoromethyl)spiro[azetidine-3,4'-chromeno[4,3-d]thiazol]-2'-yl)-4,6-dimethoxypyrimidine-5-carboxamide CC(C(=O)N1CC2(OC=3C=C(C=CC3C=3N=C(SC32)NC(=O)C=3C(=NC=NC3OC)OC)C(F)(F)F)C1)(CC)C